DL-malic acid disodium [Na].[Na].C(C(O)CC(=O)O)(=O)O